N-(3-(3-(2,4-dioxotetrahydropyrimidin-1(2H)-yl)benzofuran-5-yl)prop-2-yn-1-yl)picolinamide O=C1N(CCC(N1)=O)C1=COC2=C1C=C(C=C2)C#CCNC(C2=NC=CC=C2)=O